2,3,3,4,4-pentafluorotetrahydro-5-methoxy-2,5-bis[1,2,2,2-tetrafluoro-1-(trifluoromethyl)ethyl]Furan FC1(OC(C(C1(F)F)(F)F)(C(C(F)(F)F)(F)C(F)(F)F)OC)C(C(F)(F)F)(C(F)(F)F)F